ClC=1C(=NC=C(C1)C(F)(F)F)N[C@@H]1C[C@@H]2CN([C@H]1CC2)C=O ((1S,4R,6R)-6-((3-chloro-5-(trifluoromethyl)pyridin-2-yl)amino)-2-azabicyclo[2.2.2]oct-2-yl)methanone